triethylene Glycol triacrylate C(C=C)(=O)O.C(C=C)(=O)O.C(C=C)(=O)O.C(COCCOCCO)O